FC=1C=CC(=NC1)NC1=NC=C(C(=O)OC)C(=C1)NC1=C(C(=CC=C1)N1NN(C=C1)C)OC Methyl 6-((5-fluoropyridin-2-yl)amino)-4-((2-methoxy-3-(1-methyl-1H-triazol-3-yl)phenyl)amino)nicotinate